(2'S,3R,6'S)-1-[(4-methoxyphenyl)methyl]-2',6-dimethyl-6'-(1-methyltriazol-4-yl)spiro[indoline-3,4'-piperidine]-2-one COC1=CC=C(C=C1)CN1C([C@@]2(C[C@@H](N[C@@H](C2)C=2N=NN(C2)C)C)C2=CC=C(C=C12)C)=O